FC1(COC1)C1=CC(=NC=C1)N1N=CC(=C1)I 4-(3-fluorooxetan-3-yl)-2-(4-iodo-1H-pyrazol-1-yl)pyridine